CC(C(=O)[O-])CCC(C)C 2,3-dimethyl-2-butylacetate